N,N-bis(4-methoxybenzyl)-1H-pyrazole-5-sulfonamide COC1=CC=C(CN(S(=O)(=O)C2=CC=NN2)CC2=CC=C(C=C2)OC)C=C1